6-((1-ethylpiperidin-4-yl)methyl)thieno[2,3-b]pyridine-2-carboxylic acid C(C)N1CCC(CC1)CC1=CC=C2C(=N1)SC(=C2)C(=O)O